OC1=C(C(N(C=C1)C)=O)NC(N[C@@H](CC(=O)OCC)C1=CC(=CC=C1)C=1C=NC(=CC1)OC)=O Ethyl (S)-3-(3-(4-Hydroxy-1-methyl-2-oxo-1,2-dihydropyridin-3-yl)ureido)-3-(3-(6-methoxypyridin-3-yl)phenyl)propanoat